4-amino-N-(1-cyclopropylethyl)-N-((5-(trifluoromethyl)pyridin-2-yl)methyl)imidazo[1,5-a]quinoxaline-8-carboxamide NC=1C=2N(C3=CC(=CC=C3N1)C(=O)N(CC1=NC=C(C=C1)C(F)(F)F)C(C)C1CC1)C=NC2